Cl.N1(CCC(CC1)N1C2=NC=NC(=C2N(C1=O)C1=CC(=C(C=C1)OC1=CC=C(C=C1)OC)C)N)C1CCNCC1 9-([1,4'-bipiperidin]-4-yl)-6-amino-7-(4-(4-methoxyphenoxy)-3-methylphenyl)-7,9-dihydro-8H-purin-8-one hydrochloride